FC=1C=C(C=C(C1)C(F)(F)F)S(=O)(=O)Cl 3-fluoro-5-(trifluoro-methyl)benzene-sulfonyl chloride